BrC(F)F bromodifluoromethane